FC1(CN(CC=C1C1=C(C=C(C=C1)[N+](=O)[O-])F)C(=O)OC(C)(C)C)F tert-butyl 3,3-difluoro-4-(2-fluoro-4-nitrophenyl)-3,6-dihydropyridine-1(2H)-carboxylate